N-(4-Chlorophenyl)-4-hydroxy-3-(3-{1-[4-(trifluoromethoxy)phenyl]azetidin-3-yl}piperidin-1-yl)butanamide ClC1=CC=C(C=C1)NC(CC(CO)N1CC(CCC1)C1CN(C1)C1=CC=C(C=C1)OC(F)(F)F)=O